(±)-2-((1-(2-(bis(4-methoxybenzyl)amino)pyridin-3-yl)ethyl)amino)ethan-1-ol COC1=CC=C(CN(C2=NC=CC=C2[C@@H](C)NCCO)CC2=CC=C(C=C2)OC)C=C1 |r|